5-(4-((7-(4-amino-5-methoxy-2-methylphenyl)-2,7-diazaspiro[3.5]non-2-yl)methyl)piperidin-1-yl)-2-(2,6-dioxopiperidin-3-yl)isoindoline-1,3-dione NC1=CC(=C(C=C1OC)N1CCC2(CN(C2)CC2CCN(CC2)C=2C=C3C(N(C(C3=CC2)=O)C2C(NC(CC2)=O)=O)=O)CC1)C